C(C)NC(=O)NC1CN(CC1)C1=NC=C(C=C1)NC1=NC=C(C(=N1)NC=1C=CC2=C(NC(O2)=O)C1)C 1-ethyl-3-(1-(5-(5-methyl-4-(2-oxo-2,3-dihydrobenzo[d]oxazol-5-ylamino)pyrimidin-2-ylamino)pyridin-2-yl)pyrrolidin-3-yl)urea